CN1C=2C(NC(=NC2NCC1CNC1=CC=C(C(N[C@@H](CCC(=O)[O-])C(=O)O)=O)C=C1)N)=O L-5-methyltetrahydrofolate